NC1=NC=NN2C1=C(C=C2C=2C=NN(C2)CC)C2=CC(=C(C=C2)NC(OC(C)(C)C)=O)OC tert-Butyl (4-(4-amino-7-(1-ethyl-1H-pyrazol-4-yl)pyrrolo[2,1-F][1,2,4]triazin-5-yl)-2-methoxyphenyl)carbamate